CC[C@]12C[C@@]([C@H]3[C@@]4([C@H]1N(CC4)CC=C2)C5=C(N3)C=C(C=C5)OC)(C(=O)OC)O The molecule is a monoterpenoid indole alkaloid, a tertiary alcohol, an organic heteropentacyclic compound and a methyl ester. It derives from a tabersonine. It is a conjugate base of a 3-hydroxy-16-methoxy-2,3-dihydrotabersoninium.